trans-N1-(5-(1-(3,3-difluorocyclobutyl)-2-methyl-1H-imidazo[4,5-b]pyridin-6-yl)pyrrolo[2,1-f][1,2,4]triazin-2-yl)-N3,N3-dimethylcyclobutane-1,3-diamine FC1(CC(C1)N1C(=NC2=NC=C(C=C21)C=2C=CN1N=C(N=CC12)N[C@@H]1C[C@H](C1)N(C)C)C)F